tert-butyl 2-(bromomethyl)-3-chloro-6-(4,4-difluorocyclohexyl)benzoate BrCC1=C(C(=O)OC(C)(C)C)C(=CC=C1Cl)C1CCC(CC1)(F)F